C(C=C)(=O)OCCCCCCOC1=CC=C(C(=O)OC2=CC(=CC=C2)C)C=C1 3-methylphenyl 4-((6-(acryloyloxy)hexyl)oxy)benzoate